FC1=CC=CC2=C1N=C(S2)[C@H]2N(CCC1=C2N=CN1)C(=O)C=1OC(=NN1)C (S)-(4-(4-fluorobenzo[d]thiazol-2-yl)-6,7-dihydro-1H-imidazo[4,5-c]pyridin-5(4H)-yl)(5-methyl-1,3,4-oxadiazol-2-yl)methanone